2-chloro-N-cyclopropyl-5-[1-[2,6-dichloro-4-[1,2,2,2-tetrafluoro-1-(trifluoromethyl)ethyl]phenyl]pyrazol-4-yl]-N-methylbenzamide ClC1=C(C(=O)N(C)C2CC2)C=C(C=C1)C=1C=NN(C1)C1=C(C=C(C=C1Cl)C(C(F)(F)F)(C(F)(F)F)F)Cl